NC1=NC=C(C=N1)C=1N=CN2C1N(C(C1=CC(=CC(=C21)C(C)NC=2C(=NC(=CC2)Cl)C=2C=NN(C2C)C)C)=O)C([2H])([2H])[2H] 3-(2-aminopyrimidin-5-yl)-9-(1-((6-chloro-2-(1,5-dimethyl-1H-pyrazol-4-yl)pyridin-3-yl)amino)ethyl)-7-methyl-4-(methyl-d3)imidazo[1,5-a]quinazolin-5(4H)-one